C(#N)C1=CC=CC(=N1)CCC(=O)O 3-(6-cyanopyridin-2-yl)propionic acid